Cl.C(C)OC(CCNC1=NC=CC=C1)=O N-2-pyridyl-beta-alanine ethyl ester hydrochloride